C(C1=CC=CC=C1)OC1=CC=C(C=C1)CC(=O)OCCC1CCN(CC1)CC(=O)N1CCN(CC1)C(CN1CCC(CC1)CCOC(CC1=CC=C(C=C1)OCC1=CC=CC=C1)=O)=O 2-[1-[2-[4-[2-[4-[2-[2-(4-benzyloxyphenyl)acetyl]oxyethyl]-1-piperidyl]acetyl]piperazin-1-yl]-2-oxo-ethyl]-4-piperidyl]ethyl 2-(4-benzyloxyphenyl)acetate